C(C)C1=C(C=CC(=C1)O)C1=CC=C2C(=NNC2=C1F)C=1NC=C(N1)C=1CCN(CC1)C([C@H]1NCCC1)=O (S)-6-(2-ethyl-4-hydroxyphenyl)-7-fluoro-3-(4-(l-prolyl-1,2,3,6-tetrahydropyridin-4-yl)-1H-imidazol-2-yl)-1H-indazole